C(C)N1[C@@H](CN(CC1)C=1N=NC(=CN1)C1=C(C=C(C=C1)C=1C=C(C=2N(C1)C=C(N2)C)F)O)C 2-{3-[(3R)-4-ethyl-3-methylpiperazin-1-yl]-1,2,4-triazin-6-yl}-5-(8-fluoro-2-methylimidazo[1,2-a]pyridin-6-yl)phenol